Ethyl (1r,4r)-4-(3-bromo-2-methylphenoxy)cyclohexane-1-carboxylate BrC=1C(=C(OC2CCC(CC2)C(=O)OCC)C=CC1)C